C(C1=CC=CC=C1)OC1=C(C=C(C=C1)C1=CC(=CC=C1)CCCC1=NN(C(N1CC)=O)CC1=CC=C(C=C1)C(C)(C)C)CC(=O)O 2-(4-(benzyloxy)-3'-(3-(1-(4-(tert-butyl)benzyl)-4-ethyl-5-oxo-4,5-dihydro-1H-1,2,4-triazol-3-yl)propyl)-[1,1'-biphenyl]-3-yl)acetic acid